C(C1=CC=CC=C1)OC1=CC=C(C(=N1)O)C1=NN(C2=CC(=C(C=C12)F)N1CCN(CC1)C[C@@H]1[C@@H](CN(CC1)C(=O)OC(C)(C)C)C)C tert-butyl (3s,4s)-4-((4-(3-(6-(benzyloxy)-2-hydroxypyridin-3-yl)-5-fluoro-1-methyl-1H-indazol-6-yl) piperazin-1-yl) methyl)-3-methylpiperidine-1-carboxylate